C1=C(C=CC=2OC3=C(C21)C=CC=C3)\C=N\S(=O)C(C)(C)C (E)-N-(dibenzo[b,d]furan-2-ylmethylene)-2-methylpropan-2-sulfinamide